C(/C)=C\1/[C@H](N(CC1=O)C(=O)OC(C)(C)C)C(=O)OC(C)(C)C di-tert-butyl (2S,3E)-3-ethylidene-4-oxo-pyrrolidine-1,2-dicarboxylate